FC1=CC=C(C=C1)C1=NNC(=C1)C(=O)O 3-(4-fluorophenyl)-1H-pyrazole-5-carboxylic acid